TRIACETYL-3-HYDROXY-PHENYL-ADENOSIN C(C)(=O)[C@]1([C@]([C@]([C@@](O1)(N1C=NC=2C(N)=NC=NC12)C1=CC(=CC=C1)O)(O)C(C)=O)(O)C(C)=O)CO